4,4'-bis(cyclopropylmethylsulfanyl)benzophenone C1(CC1)CSC1=CC=C(C(=O)C2=CC=C(C=C2)SCC2CC2)C=C1